(2S)-[(N-{N-[((benzyloxy))carbonyl]glycyl}-L-alanyl)amino]-1-hydroxy-3-(4-hydroxyphenyl)propane C(C1=CC=CC=C1)OC(=O)NCC(=O)N[C@@H](C)C(=O)NC(CCC1=CC=C(C=C1)O)O